O=C1SCC(N1CCCC(=O)OCC)=O ethyl 4-(2,4-dioxo-1,3-thiazolidin-3-yl)butanoate